C(C1=CC=CC=C1)[C@@H]1NC=2C(OC1)=[N+](C(=CC2[N+](=O)[O-])Cl)[O-] (S)-2-benzyl-6-chloro-8-nitro-2,3-dihydro-1H-pyrido[2,3-b][1,4]oxazine-5-oxide